Cl.C(C)C=1N=C2N(C=C(C=C2)C=2C=NC(=NC2)N2CCNCC2)C1N(C=1SC(=C(N1)C1=CC=C(C=C1)F)C#N)C 2-((2-ethyl-6-(2-(piperazin-1-yl)pyrimidin-5-yl)imidazo[1,2-a]pyridin-3-yl)(methyl)amino)-4-(4-fluorophenyl)thiazole-5-carbonitrile hydrochloride